3-fluoro-6,7-dimethoxy-4-(2,8-diazaspiro[4.5]dec-8-yl)quinoline FC=1C=NC2=CC(=C(C=C2C1N1CCC2(CCNC2)CC1)OC)OC